C(#C)C=1C=C(C=CC1)[C@@H]1N(OCC1)C1=CC(=NC=N1)NC=1C(=CC(=C(C1)NC(C=C)=O)N1CCC(CC1)N1CCOCC1)OC N-(5-((6-((R)-3-(3-ethynylphenyl)isoxazolidine-2-yl)pyrimidine-4-yl)amino)-4-methoxy-2-(4-morpholinopiperidine-1-yl)phenyl)acrylamide